1,3-dibromo-2-nonanone BrCC(C(CCCCCC)Br)=O